C(CCC)C(CCCC)CCCC 5-butylnonane